N[C@H](C(=O)O)CC=C (S)-2-aminopent-4-enoic acid